FC=1C=C(C=CC1F)[C@H]1[C@@H](O[C@]([C@H]1C)(C(F)(F)F)C)C(=O)NC1=CC(=NC=C1)C(=O)N (2R,3S,4S,5R)-4-[[3-(3,4-difluorophenyl)-4,5-dimethyl-5-(trifluoromethyl)tetrahydrofuran-2-carbonyl]amino]pyridine-2-carboxamide